C(C)(C)(C)OC(NCC1=NN(C2=NC=CC(=C21)CN(C)C)C2=CC=C(C=C2)OC(F)(F)F)=O ((4-((dimethylamino)methyl)-1-(4-(trifluoromethoxy)phenyl)-1H-pyrazolo[3,4-b]pyridin-3-yl)methyl)carbamic acid tert-butyl ester